NC(CCC(C(=O)O)N1C2(C3=CC(=CC=C3C1=O)N1CCN(CC1)C(=O)OC(C)(C)C)CC2)=O 5-amino-2-[6'-(4-tert-butoxycarbonylpiperazin-1-yl)-3'-oxo-spiro[cyclopropan-1,1'-isoindoline]-2'-yl]-5-oxo-pentanoic acid